6,7-dimethoxy-2-methyl-N-{(1R)-1-[3-(1H-pyrrolo[2,3-b]pyridin-5-yl)phenyl]ethyl}quinazolin-4-amine COC=1C=C2C(=NC(=NC2=CC1OC)C)N[C@H](C)C1=CC(=CC=C1)C=1C=C2C(=NC1)NC=C2